(R)-(4-amino-2-methylphenyl)(3,4-dimethylpiperazin-1-yl)methanone NC1=CC(=C(C=C1)C(=O)N1C[C@H](N(CC1)C)C)C